NC1=NN(C=C1C=1CCN(CC1)C(=O)[O-])C 4-(3-amino-1-methyl-1H-pyrazol-4-yl)-3,6-dihydropyridine-1(2H)-carboxylate